4-(4-(2-(difluoromethyl)-6-(4,4-difluoropiperidin-1-yl)pyridin-4-yl)-1H-pyrazol-1-yl)-3-(6-azaspiro[2.5]octan-6-yl)aniline FC(C1=NC(=CC(=C1)C=1C=NN(C1)C1=C(C=C(N)C=C1)N1CCC2(CC2)CC1)N1CCC(CC1)(F)F)F